C(C)(C)C1=C(C=CC=C1)C1=NC=C(C(=N1)NCC1CCN(CC1)C=1N(C=C(N1)C(F)(F)F)C)OC 2-(2-Isopropylphenyl)-5-methoxy-N-((1-(1-methyl-4-(trifluoromethyl)-1H-imidazol-2-yl)piperidin-4-yl)methyl)pyrimidin-4-amine